1-(4'-cyclopropyl-5-ethoxy-6'-(methoxy-d3)-[2,5'-bipyrimidin]-4-yl)-1-(4-(1-methyl-4-(trifluoromethyl)-1H-imidazol-2-yl)phenyl)ethan-1-ol C1(CC1)C1=NC=NC(=C1C1=NC=C(C(=N1)C(C)(O)C1=CC=C(C=C1)C=1N(C=C(N1)C(F)(F)F)C)OCC)OC([2H])([2H])[2H]